4-(difluoromethoxy)-7-nitroquinolin-8-ol FC(OC1=CC=NC2=C(C(=CC=C12)[N+](=O)[O-])O)F